(RS)-5-tert-butyl-2-[2-(2,6-difluorophenyl)-4,5-dihydro-1,3-oxazol-4-yl]phenetole methyl-2-bromo-2-(p-tolyl)acetate COC(C(C1=CC=C(C=C1)C)Br)=O.C(C)(C)(C)C=1C=CC(=C(C1)OCC)[C@H]1N=C(OC1)C1=C(C=CC=C1F)F |r|